N(=NC1=CC=C(C(=O)O)C=C1)C1=CC=C(C(=O)O)C=C1 4,4'-azodibenzoic acid